(3R)-7-methyl-6-[(1-naphthyl)methyl]-4-oxo-1-thia-3a-aza-3-indanecarboxylic acid CC=1C(=CC(N2[C@@H](CSC12)C(=O)O)=O)CC1=CC=CC2=CC=CC=C12